4-[(tert-butylcarbonylamino)methyl]benzoic acid C(C)(C)(C)C(=O)NCC1=CC=C(C(=O)O)C=C1